OC1=C(C=C(C=C1C(C)(C)C)C(C)(C)C)C1=CC=CC=2NN=NC21 (2'-hydroxy-3',5'-di-tert-butylphenyl)benzotriazole